C(C)(CC)C1C(NC2=C(CN1C(=O)N1CC(C1)O)C(=CC=C2)Cl)=O 3-(sec-butyl)-6-chloro-4-(3-hydroxyazetidine-1-carbonyl)-1,3,4,5-tetrahydro-2H-benzo[1,4]diazepin-2-one